C1(CCCCC1)C1=CC=C(C=C1)NC(C1=C(C=CC(=C1)S(N)(=O)=O)SC1=NN=NN1C)=O N-(4-cyclohexylphenyl)-2-[(1-methyl-1H-tetrazol-5-yl)sulfanyl]-5-sulfamoylbenzamide